2,5-Dichloro-4-nitrotoluene ClC1=C(C)C=C(C(=C1)[N+](=O)[O-])Cl